(3,5-dichloro-4-((5-cyclohexyl-6-oxo-1,6-dihydropyridazin-3-yl)oxy)phenyl)-2-methyl-1,2,4-triazine-3,5(2H,4H)-dione ClC=1C=C(C=C(C1OC1=NNC(C(=C1)C1CCCCC1)=O)Cl)N1C(N(N=CC1=O)C)=O